P(=O)(O)(O)O.C1=CC=CC=2C=CC=3C=4C=CC=CC4NC3C21 benzocarbazole phosphate